lithium methylenebis(mercaptoacetic acid) thiodisuccinate S(C(C(=O)[O-])CC(=O)[O-])C(C(=O)[O-])CC(=O)[O-].C(C(C(=O)O)S)C(C(=O)O)S.[Li+].[Li+].[Li+].[Li+]